C(C1=CC=CC=C1)(C1=CC=CC=C1)NC=1C=CC(=NC1)[C@@H](C(F)(F)F)N(C(=O)C1CN(C1)C(=O)NC)C (S)-N3-(1-(5-(Benzhydrylamino)pyridin-2-yl)-2,2,2-trifluoroethyl)-N1,N3-dimethylazetidine-1,3-dicarboxamide